methylaluminum bis(2,6-di-tert-butyl-4-methylphenolate) C(C)(C)(C)C1=C(C(=CC(=C1)C)C(C)(C)C)[O-].C(C)(C)(C)C1=C(C(=CC(=C1)C)C(C)(C)C)[O-].C[Al+2]